CC1=C(C=C(C=C1)NC(C1=C(C=CC=C1)N1CCOCC1)=O)NC=1SC=C(N1)C=1C=NC=CC1 N-(4-methyl-3-((4-(pyridin-3-yl)thiazol-2-yl)amino)phenyl)-2-morpholinobenzamide